2-(6-methylpyrimidin-4-yl)-2,3-dihydro-4H-pyran-4-one CC1=CC(=NC=N1)C1OC=CC(C1)=O